5,8-dimethylanthracene-9,10-Dione CC1=C2C(C=3C=CC=CC3C(C2=C(C=C1)C)=O)=O